((5-(6,7-dimethoxyquinazolin-4-yl)pyridin-2-yl)methyl)phosphonic acid COC=1C=C2C(=NC=NC2=CC1OC)C=1C=CC(=NC1)CP(O)(O)=O